C1(CC1)C1=CC(=NN1CC(=O)N1CCC(CC1)C1=CC(=NC=C1)C(=O)NC1CCCC2=CC=CC=C12)C(F)(F)F 4-[1-[2-[5-cyclopropyl-3-trifluoromethylpyrazol-1-yl]acetyl]-4-piperidinyl]-N-tetrahydronaphthalen-1-ylpyridin-2-carboxamide